COC=1C=C(OC2=CC=NC3=CC=CC=C23)C=C(C1)N1C=NC(=C1)C 4-(3-Methoxy-5-(4-methyl-1H-imidazol-1-yl)phenoxy)quinoline